N-[4-(7-bromo-5-{[2-(trimethylsilyl)ethoxy]methyl}-5H-pyrrolo[3,2-c]pyridazin-6-yl)pyridin-2-yl]-2-(4-fluorophenyl)acetamide BrC1=C(N(C2=C1N=NC=C2)COCC[Si](C)(C)C)C2=CC(=NC=C2)NC(CC2=CC=C(C=C2)F)=O